FC1=C(C=CC(=C1)F)C(C(=O)O)CO (2,4-difluorophenyl)-3-hydroxypropionic acid